C(C)OP(=O)(OCC)/C=C/[C@H]1O[C@@H]([C@H]([C@H]([C@@H]1OCC1=CC(=C(C=C1)OC)OC)OCC1=CC(=C(C=C1)OC)OC)OCC1=CC(=C(C=C1)OC)OC)OC1=CC=C(C=C1)OC (2R,3R,4S,5S,6R)-2-[(E)-2-diethoxyphosphorylvinyl]-3,4,5-tris[(3,4-dimethoxyphenyl)methoxy]-6-(4-methoxyphenoxy)tetrahydropyran